2-[[7-amino-4-(1-methylindazol-6-yl)-1-oxo-isoindolin-2-yl]methyl]-N-[(2,4-dimethoxyphenyl)methyl]prop-2-enamide NC=1C=CC(=C2CN(C(C12)=O)CC(C(=O)NCC1=C(C=C(C=C1)OC)OC)=C)C1=CC=C2C=NN(C2=C1)C